1-(4-chloro-2,6-dimethylphenyl)-N-[(3R)-1-methylpiperidin-3-yl]pyrido[3,4-d]pyridazin-4-amine formate C(=O)O.ClC1=CC(=C(C(=C1)C)C1=C2C(=C(N=N1)N[C@H]1CN(CCC1)C)C=NC=C2)C